(R)-1-(naphthalen-1-yl)ethane-1-amine hydrochloride Cl.C1(=CC=CC2=CC=CC=C12)[C@@H](C)N